C(C)(C)(C)C1=CC=C(O[C@@H]2[C@H](CCCC2)OS(=O)([O-])CCF)C=C1 (1S,2S)-trans-2-(4-(tert-butyl)phenoxy)cyclohexyl-2-fluoroethyl-sulfite